COC(C)(C)[C@@H]1NCCC1 (R)-2-(1-methoxy-1-methyl-ethyl)-pyrrolidine